[N+](=O)([O-])C1=CC=2CCC3=CC=CC=C3C2C(=C1)C#N 2-nitro-9,10-dihydrophenanthrene-4-carbonitrile